N-methyl-3-(m-tolyl)cyclobutan-1-amine, trifluoroacetate salt FC(C(=O)O)(F)F.CNC1CC(C1)C=1C=C(C=CC1)C